C(C)C1C(C(CNC1)CNS(=O)(=O)C)(F)F N-((5-ethyl-4,4-difluoropiperidin-3-yl)methyl)methanesulfonamide